nicotinamide-d C(C1=CN=CC=C1)(=O)N[2H]